NC1=CC=C(C=N1)C=1C=C(C=CC1)S(=O)(=O)N1CCC2(C[C@H](CO2)NC[C@@H](COC=2C=C(C=CC2)S(=O)(=O)NC)O)CC1 3-((S)-3-((R)-8-(3-(6-aminopyridin-3-yl)phenylsulfonyl)-1-oxa-8-azaspiro[4.5]decan-3-ylamino)-2-hydroxypropoxy)-N-methylbenzenesulfonamide